ClC1=CC=C(C=C1)S(=NC(C1=C(C=C(C=C1)C1=NOC(=N1)C(F)(F)F)OC)=O)(=O)C N-((4-chlorophenyl)(methyl)(oxo)-λ6-sulfaneylidene)-2-methoxy-4-(5-(trifluoromethyl)-1,2,4-oxadiazol-3-yl)benzamide